(R)-1-(5-fluoro-3-pyridinyl)-1-(4-methoxyphenyl)-1-ethanol FC=1C=C(C=NC1)[C@](C)(O)C1=CC=C(C=C1)OC